ClC1=C(C=C(O[C@H](C(=O)OC)CC)C=C1)CN1C(=C(C2=CC(=CC=C12)C(N[C@@H](C)C1=CC(=CC=C1)C(C)C)=O)C)C (S)-Methyl 2-(4-chloro-3-((5-(((S)-1-(3-isopropylphenyl)ethyl)carbamoyl)-2,3-dimethyl-1H-indol-1-yl)methyl)phenoxy)butanoate